((1H-indazol-5-yl)amino)-N-(1-(2-(2-methoxyethoxy)ethyl)-3-(pyridin-2-yl)-1H-pyrazol-4-yl)picolinamide formate C(=O)O.N1N=CC2=CC(=CC=C12)NC=1C(=NC=CC1)C(=O)NC=1C(=NN(C1)CCOCCOC)C1=NC=CC=C1